C(C=C)OC1=C(C=C(C(=C1)Cl)Cl)C(C1CCN(CC1)C([C@@H](C)NC(OC(C)(C)C)=O)=O)NS(=O)C(C)(C)C tert-butyl ((2R)-1-(4-((2-(allyloxy)-4,5-dichlorophenyl)(1,1-dimethylethylsulfinamido)methyl)piperidin-1-yl)-1-oxopropan-2-yl)carbamate